N,N-Dimethylaminopropyl 3-Aminosulfonyl-4-phenoxy-5-(1-pyrrolidinyl)dithiobenzoate NS(=O)(=O)C=1C=C(C(=S)SCCCN(C)C)C=C(C1OC1=CC=CC=C1)N1CCCC1